Cl.FC1=C(CNC(=N)N)C=CC(=C1)C 1-(2-fluoro-4-methylbenzyl)guanidine hydrochloride